O1CC[C@@H](C2=CC=CC=C12)NC(=O)C=1C=NC2=C(C(=NC=C2C1N1CCOCC1)OC)C1=C(C(=CC=C1)Cl)Cl N-[(4S)-chroman-4-yl]-8-(2,3-dichlorophenyl)-7-methoxy-4-(morpholin-4-yl)-1,6-naphthyridine-3-carboxamide